CC1=C(N=C(N1C1=CC=C(C=C1)C)C(=O)N)C#CC1=CC=CC=C1 5-Methyl-4-(phenylethynyl)-1-(p-tolyl)-1H-imidazole-2-carboxamide